ClC=1C=C(C=CC1F)NC(N(C)C1COCC=2NC(C=3C=C(C=CC3C21)F)=O)=O 3-(3-chloro-4-fluorophenyl)-1-(8-fluoro-6-oxo-1,4,5,6-tetrahydro-2H-pyrano[3,4-c]isoquinolin-1-yl)-1-methylurea